3-[2-[4-(8-chloro-4-oxo-chromen-2-yl)phenoxy]ethoxy]benzoic acid ClC=1C=CC=C2C(C=C(OC12)C1=CC=C(OCCOC=2C=C(C(=O)O)C=CC2)C=C1)=O